FC=1C=C(C=CC1O)C1CCN(CC1)C1=CC(=C(C#N)C=C1)C(F)(F)F 4-(4-(3-fluoro-4-hydroxyphenyl)piperidin-1-yl)-2-(trifluoromethyl)benzonitrile